The molecule is a nitrile that is hydrogen cyanide in which the hydrogen has been replaced by an amino group. It has a role as an EC 1.2.1.3 [aldehyde dehydrogenase (NAD(+))] inhibitor. It is a nitrile and a one-carbon compound. It is a conjugate acid of a cyanamide(2-). C(#N)N